N1(CCNCC1)C(=O)OC=1C=CC=2C=CC3=CC=CC=C3C2C1 phenanthren-3-yl piperazine-1-carboxylate